1,1,1,3,3,3-hexafluoro-propan-2-yl (±)-1-(2-cyclopropyl-5,6,7,8-tetrahydro-pyrido[4,3-d]pyrimidine-6-carbonyl)-6-azaspiro[2.5]octane-6-carboxylate C1(CC1)C=1N=CC2=C(N1)CCN(C2)C(=O)[C@@H]2CC21CCN(CC1)C(=O)OC(C(F)(F)F)C(F)(F)F |r|